tert-butyl (S)-(1-hydrazineyl-5-methyl-1-oxohexan-3-yl)carbamate N(N)C(C[C@H](CC(C)C)NC(OC(C)(C)C)=O)=O